BrC1=NN(C(=C1C1=C2C=NN(C2=CC(=C1Cl)C)C1OCCCC1)C)C1CC2(CN(C2)C(=O)OCCCC)C1 butyl 6-(3-bromo-4-(5-chloro-6-methyl-1-(tetrahydro-2H-pyran-2-yl)-1H-indazol-4-yl)-5-methyl-1H-pyrazol-1-yl)-2-azaspiro[3.3]heptane-2-carboxylate